[N+](=O)([O-])C1=C(CO)C=CC=C1 o-nitro-benzyl alcohol